CN(CCCOC1=C(C=C(C=O)C=C1)F)C 4-(3-(dimethylamino)propoxy)-3-fluorobenzaldehyde